O=C1NC(CCC1NC1=CC(=C(C(=C1)F)N1CCN(CC1)[C@H](C)C1CCN(CC1)C(=O)OC(C)(C)C)F)=O tert-butyl 4-[(1R)-1-[4-[4-[(2,6-dioxo-3-piperidyl)amino]-2,6-difluoro-phenyl]piperazin-1-yl]ethyl]piperidine-1-carboxylate